((1s,3s)-3-Hydroxy-3-methylcyclobutyl)(6-(3-isopropyl-2-(trifluoromethyl)phenoxy)-2-azaspiro[3.3]heptan-2-yl)methanon OC1(CC(C1)C(=O)N1CC2(C1)CC(C2)OC2=C(C(=CC=C2)C(C)C)C(F)(F)F)C